N-(4-(4-((2-(2,6-dioxopiperidin-3-yl)-1,3-dioxoisoindolin-5-yl)aminoacetyl)piperazin-1-yl)phenyl)-N-((1r,4r)-4-(quinazolin-2-ylamino)cyclohexyl)acetamide O=C1NC(CCC1N1C(C2=CC=C(C=C2C1=O)NCC(=O)N1CCN(CC1)C1=CC=C(C=C1)N(C(C)=O)C1CCC(CC1)NC1=NC2=CC=CC=C2C=N1)=O)=O